ClC1=C2C(N(C(NC2=C(C=C1)S(=O)(=O)C1=CC=C2C=NN(C2=C1)C1CCCC1)=O)O)=O 5-chloro-8-((1-cyclopentyl-1H-indazol-6-yl)sulfonyl)-3-hydroxyquinazoline-2,4(1H,3H)-dione